C(C)S(=O)(=O)C1=CC=C(C=C1)NCC#CC=1N(C=2C=CC=C(C2C1)NC1CCN(CC1)CCCS(=O)(=O)C)CC(F)(F)F 2-(3-{[4-(ethanesulfonyl)-phenyl]amino}prop-1-yn-1-yl)-N-[1-(3-methanesulfonyl-propyl)-piperidin-4-yl]-1-(2,2,2-trifluoroethyl)-1H-indol-4-amine